OC1=C(C(=O)O)C=C(C(=C1O)C(=O)O)O 2,3,5-trihydroxyterephthalic acid